(S)-5-(1-(5-(2-((tert-Butoxycarbonyl)amino)propoxy)-2-methylbenzamido) cyclopropyl)quinolin-7-yl trifluoromethanesulfonate FC(S(=O)(=O)OC1=CC(=C2C=CC=NC2=C1)C1(CC1)NC(C1=C(C=CC(=C1)OC[C@H](C)NC(=O)OC(C)(C)C)C)=O)(F)F